OCC1=CC=C(C=C1)C(\C=C\C1=CC(=C(C=C1)C)C(F)(F)F)=O (E)-1-[4-(Hydroxymethyl)phenyl]-3-[4-methyl-3-(trifluoromethyl)phenyl]prop-2-en-1-one